C[C@@H]1O[C@@H](CN(C1)C1=CC(=C(C=C1)C1(CC2(C1)CC(C2)N)N)CC)C 2-(4-((2S,6R)-2,6-dimethylmorpholino)-2-ethylphenyl)spiro[3.3]heptane-2,6-diamine